C(C)(=O)N1CCC(=CC1)C1=C2CN(C(C2=CC=C1)=O)CC(C#N)=C 2-{[4-(1-acetyl-1,2,3,6-tetrahydropyridin-4-yl)-1-oxo-2,3-dihydro-1H-isoindol-2-yl]methyl}prop-2-enenitrile